ClC1=NC(=CC(=C1)C1=NN(C=C1C(=O)O)CC(C)C)Cl 3-(2,6-dichloropyridin-4-yl)-1-isobutyl-1H-pyrazole-4-carboxylic acid